Methanol-d3 [2H]C([2H])([2H])O